C(CCCCCCCCCCC)OC1=CC=C(C=O)C=C1 4-Dodecyloxybenzaldehyd